NCCNCCC[Si](OCC)(OCC)OCC N-(2-Aminoethyl)-3-aminopropyl-tri-ethoxysilan